C1(=C[C@@H](CCC1)O)C1=CC=CC=C1 (R)-3,4,5,6-tetrahydro-[1,1'-biphenyl]-3-ol